C(C)OCC1(CN(CC1)C(C)(C)C=1C=CC(=NC1)C)CC(C)(C)C=1SC(=CC1)F 5-(2-(3-(ethoxymethyl)-3-(2-(5-fluorothiophen-2-yl)-2-methylpropyl)pyrrolidin-1-yl)propan-2-yl)-2-methylpyridine